1-(6-methoxy-1H-indol-3-yl)-N,N-dimethylmethanamine COC1=CC=C2C(=CNC2=C1)CN(C)C